2-[4-chloro-5-[2-(dimethylamino)ethyl]-6-oxo-pyridazin-1-yl]-N-[4-methyl-3-[2-(2-pyridyl)ethylsulfamoyl]phenyl]acetamide ClC=1C=NN(C(C1CCN(C)C)=O)CC(=O)NC1=CC(=C(C=C1)C)S(NCCC1=NC=CC=C1)(=O)=O